tert-butyl-4-(3-(((tert-butyldimethylsilyl)oxy)methyl)-4,5,6,7-tetrahydropyrazolo[1,5-a]pyridine-5-carbonyl)-3,3-dimethylpiperazine C(C)(C)(C)N1CC(N(CC1)C(=O)C1CC=2N(CC1)N=CC2CO[Si](C)(C)C(C)(C)C)(C)C